FC1=C(C(=O)OC)C(=CC=C1[N+](=O)[O-])F methyl 2,6-difluoro-3-nitrobenzoate